methyl 1-(3-aminopropyl)-5-(2-chloro-4-methylphenyl)-1H-benzo[d]imidazole-7-carboxylate hydrochloride Cl.NCCCN1C=NC2=C1C(=CC(=C2)C2=C(C=C(C=C2)C)Cl)C(=O)OC